ClC1=C(C(=CC=C1)F)N1N=C(C(=C1)NC1=CC=C(C=C1)C1=NC(=NN1C)C(F)(F)F)C(=O)N 1-(2-chloro-6-fluorophenyl)-4-((4-(1-methyl-3-(trifluoromethyl)-1H-1,2,4-triazol-5-yl)phenyl)amino)-1H-pyrazole-3-carboxamide